6-bromo-N-(3-fluoropyridin-4-yl)-3-isopropyl-3H-imidazo[4,5-c]Pyridin-4-amine BrC1=CC2=C(C(=N1)NC1=C(C=NC=C1)F)N(C=N2)C(C)C